C(C)(C)OC(=O)N1O[C@@H](C(N2C1CN(C([C@@H]2CCSC)=O)CCC(C)C)=O)CC (3R,6S)-3-ethyl-8-isopentyl-6-(2-(methylthio)ethyl)-4,7-dioxohexahydropyrazino[2,1-c][1,2,4]oxadiazine-1(6H)-carboxylic acid isopropyl ester